N1N=CC=C1C=1C=C(C=NC1)C(NC(=O)[C@@H]1[C@H]2C([C@H]2CN1C([C@H](C(C)(C)C)NC(C)=O)=O)(C)C)C#N (1R,2S,5S)-N-((5-(1H-pyrazol-5-yl)pyridin-3-yl)(cyano)methyl)-3-((S)-2-Acetamido-3,3-dimethylbutyryl)-6,6-dimethyl-3-azabicyclo[3.1.0]hexane-2-carboxamide